2-((3-fluorocyclopentyl)amino)-4-(trifluoromethyl)-benzoic acid FC1CC(CC1)NC1=C(C(=O)O)C=CC(=C1)C(F)(F)F